O1C=C(C2=C1C=CC=C2)C2=NN(C1=C2C=NC(=C1)C(=O)N)CSC 3-(benzofuran-3-yl)-1-(methylsulfanylmethyl)pyrazolo[4,3-c]pyridine-6-carboxamide